hexyl-6-aminocaproate C(CCCCC)OC(CCCCCN)=O